OCC(CO)(C)NC(=O)C1=C(C=C2C=CC(=CN12)OCC1=CN=C(S1)C)C N-(1,3-dihydroxy-2-methylpropan-2-yl)-2-methyl-6-[(2-methyl-1,3-thiazol-5-yl)methoxy]indolizine-3-carboxamide